(R)-2-aminohexanoic acid N[C@@H](C(=O)O)CCCC